(4,4-difluorocyclohexyl)-2-(3-methyl-1H-pyrazol-1-yl)-6-morpholinopyrimidin-4-amine FC1(CCC(CC1)C=1C(=NC(=NC1N1CCOCC1)N1N=C(C=C1)C)N)F